C[Si](C1C(=C(C(=C1C)C)C)C)(C1=C(C(C2=CC=CC=C12)C)C1=CC=CC=C1)C Dimethyl-(1-methyl-2-phenyl-1H-inden-3-yl)(2,3,4,5-tetramethylcyclopent-2,4-dienyl)silane